C(C1=CC=CC=C1)C=1C(=NN(C1)C1=C(C=CC(=C1)F)F)[C@@H](C(C)(C)C)NCCCN1C(C2=CC=CC=C2C1=O)=O 2-[3-({(1R)-1-[4-benzyl-1-(2,5-difluorophenyl)-1H-pyrazol-3-yl]-2,2-dimethylpropyl}amino)propyl]-1H-isoindole-1,3(2H)-dione